1-(phenylsulfonyl)-6-(cyclohexylmethoxy)indole C1(=CC=CC=C1)S(=O)(=O)N1C=CC2=CC=C(C=C12)OCC1CCCCC1